[Si](C)(C)(C(C)(C)C)OC[C@H]1N(CCC1)C(=O)C=1C(=NC=CC1)CCC#N (S)-3-(3-(2-(((tert-butyldimethylsilyl)oxy)methyl)pyrrolidin-1-carbonyl)pyridin-2-yl)propionitrile